NCC1=NNC(C2=CC=C(C=C12)C=1C=NN(C1C1=C(C#N)C(=CC(=C1F)Cl)N1CCC2(CC2(F)F)CC1)C)=O 2-(4-(4-(aminomethyl)-1-oxo-1,2-dihydrophthalazin-6-yl)-1-methyl-1H-pyrazol-5-yl)-4-chloro-6-(1,1-difluoro-6-azaspiro[2.5]octan-6-yl)-3-fluorobenzonitrile